di-tert-butyl (2S,4R)-4-((6-cyano-2-((5,7-dimethyl-1-tosyl-1H-indol-4-yl)-methyl)-2H-indazol-7-yl)oxy)pyrrolidine-1,2-dicarboxylate C(#N)C=1C=CC2=CN(N=C2C1O[C@@H]1C[C@H](N(C1)C(=O)OC(C)(C)C)C(=O)OC(C)(C)C)CC1=C2C=CN(C2=C(C=C1C)C)S(=O)(=O)C1=CC=C(C)C=C1